C(C)(C)(C)[C@H]1OC=2C(=NC(=C(C2)OCCCOC)C2CC2)C=2N(C(C(=CC21)C#N)=O)C2CC2 |r| (RS)-6-(tert-butyl)-2,10-dicyclopropyl-3-(3-methoxypropoxy)-9-oxo-9,10-dihydro-6H-pyrano[3,2-b:4,5-b']dipyridine-8-carbonitrile